16,19-Dihydroxyheneicosanoic acid OC(CCCCCCCCCCCCCCC(=O)O)CCC(CC)O